C1(=CC=CC=C1)C=1C2=C(C=3C(=NC(=NC3N)NC34CCN(CC3)CC4)N1)CCC2 6-phenyl-N3-(quinuclidin-4-yl)-8,9-dihydro-7H-cyclopenta[4,5]pyrido[2,3-d]pyrimidine-1,3-diamine